NC(C(=O)N)CC(C)C 2-amino-4-methyl-pentanamide